(R)-2-((4-(5-amino-2-methylphenyl)-6-morpholinopyridin-2-yl)amino)propan-1-ol NC=1C=CC(=C(C1)C1=CC(=NC(=C1)N1CCOCC1)N[C@@H](CO)C)C